CN(S(=O)(=O)N(C(OC(C)(C)C)=O)CC1=CN(C2=CC(=CC=C12)C1=CC=NC=C1)C(CC)=O)C tert-butyl (N,N-dimethylsulfamoyl)((1-propionyl-6-(pyridin-4-yl)-1H-indol-3-yl)methyl)carbamate